O-[2-(trifluoromethoxy)ethyl]hydroxylamine FC(OCCON)(F)F